C(C)OC1=C(C=CC=C1)C=1C=C2C(=NC1)NC(N2CC2=NOC(=C2)C)=O 6-(2-ethoxyphenyl)-1-[(5-methylisoxazol-3-yl)methyl]-3H-imidazo[4,5-b]pyridin-2-one